NC1=C(C=C(C=N1)NC(C(=O)N1[C@H](CC[C@H](C1)C)C1=CC=CC=C1)=O)C N-(6-Amino-5-methyl-3-pyridyl)-2-[(2R,5R)-5-methyl-2-phenyl-1-piperidyl]-2-oxo-acetamide